NC=1C=C(S(C1)CC1CCOCC1)CCCC 4-Amino-2-butyl-1-(3,4,5,6-tetrahydro-2H-pyran-4-ylmethyl)thiophene